COC1=CC=C(C=C1)C=1NC(=C(C1)C=O)C1=CC=C(C=C1)[N+](=O)[O-] (2-(4-methoxyphenyl)-5-(4-nitrophenyl)Azol-4-yl)methanone